Cl.[C@@H]1(C[C@H](O)[C@@H](CO)O1)N1C=NC=2C(N)=NC=NC12 2'-deoxyadenosine hydrochloride